N1CC(CC1)C1CCC(CC1)NC(OC(C)(C)C)=O tert-butyl (4-(pyrrolidin-3-yl)cyclohexyl)carbamate